ClC=1C=C(C=C(C1)Cl)C1=CC=C(O1)C1=C(C=C(N1)C(=O)OC)C methyl 5-(5-(3,5-dichlorophenyl)furan-2-yl)-4-methyl-1H-pyrrole-2-carboxylate